S1C(=NC=C1)OC(=O)C1=CNC2=NC=CC=C2C1 (1,3-thiazol-2-yl)-1,4-dihydro-1,8-naphthyridine-3-carboxylate